Ethyl 6-(3-fluoro-4-methylphenyl)-4-oxo-3-(pentafluoroethyl)-4,5-dihydropyrazolo[1,5-a]pyrazine-2-carboxylate FC=1C=C(C=CC1C)C=1NC(C=2N(C1)N=C(C2C(C(F)(F)F)(F)F)C(=O)OCC)=O